5-((tert-butyloxycarbonyl)amino)pentanoic acid C(C)(C)(C)OC(=O)NCCCCC(=O)O